3,3',3''-((nitrilotris(methylene))tris(benzofuran-7,5-diyl))tris(2-(pyrrolidin-3-yl)propanoic acid) N(CC1=CC(=CC=2C=COC21)CC(C(=O)O)C2CNCC2)(CC2=CC(=CC=1C=COC12)CC(C(=O)O)C1CNCC1)CC1=CC(=CC=2C=COC21)CC(C(=O)O)C2CNCC2